ClC1=CC=C(C=C1)NC(=O)C1=NC(=CC=2C3=CC=CC=C3NC12)C(=O)OC 1-((4-chlorophenyl)carbamoyl)-3-methoxycarbonyl-β-carboline